7-cyclopropyl-2-((7-methyl-[1,2,4]triazolo[1,5-a]pyridin-6-yl)amino)-9-(tetrahydro-2H-pyran-4-yl)-7,9-dihydro-8H-purin-8-one C1(CC1)N1C(N(C2=NC(=NC=C12)NC=1C(=CC=2N(C1)N=CN2)C)C2CCOCC2)=O